FC=1C(=CC=2C3=C(NC(C2C1)=O)COC[C@@H]3N(C(C3=CC(=CC=C3)C(C)(C)O)=O)C)F (R)-N-(8,9-difluoro-6-oxo-1,4,5,6-tetrahydro-2H-pyrano[3,4-c]isoquinolin-1-yl)-3-(2-hydroxypropan-2-yl)-N-methylbenzamide